BrC1=NC(=CC(=C1)CN)C (2-Bromo-6-methylpyridin-4-yl)methanamine